FC=1C=C(C=C(C1C=1C=C2C(=CN1)NN=C2C=2C=NN(C2)C)F)C(=O)N2CC(C2)OC (3,5-difluoro-4-(3-(1-methyl-1H-pyrazol-4-yl)-1H-pyrazolo[3,4-c]pyridin-5-yl)phenyl)(3-methoxyazetidin-1-yl)methanone